ethyl 4-((tert-butoxycarbonyl) amino)-1H-pyrrole-2-carboxylate C(C)(C)(C)OC(=O)NC=1C=C(NC1)C(=O)OCC